2-[[7-amino-4-(1-methylindazol-6-yl)-1-oxo-isoindolin-2-yl]methyl]prop-2-enenitrile NC=1C=CC(=C2CN(C(C12)=O)CC(C#N)=C)C1=CC=C2C=NN(C2=C1)C